ClC=C(C(F)F)F Chloro-2,3,3-trifluoropropene